CC=1C(=NC2=CC=CC(=C2C1C(=O)O)O[C@H](C)C1=CC=C(C=C1)C)C=1SC2=C(C1C)C=CC=C2 methyl-2-(3-methyl-1-benzothien-2-yl)-5-[(1R)-1-(4-methylphenyl)ethoxy]quinoline-4-carboxylic acid